C(=O)C1C[C@H]2CC[C@@H](C1)N2C(=O)OC(C)(C)C tertbutyl (1R,3r,5S)-3-formyl-8-azabicyclo[3.2.1]octane-8-carboxylate